CN1C(=C(C=2N=CNC(C21)=O)CCC)C=NO 5-methyl-4-oxo-7-propyl-4,5-dihydro-3H-pyrrolo[3,2-d]pyrimidine-6-formaldoxime